tert-butyl-N-[(S)-2-(benzyloxy)-1-{[6-(trifluoromethoxy)-1,3-benzothiazol-2-yl]carbamoyl}ethyl]carbamate C(C)(C)(C)OC(N[C@@H](COCC1=CC=CC=C1)C(NC=1SC2=C(N1)C=CC(=C2)OC(F)(F)F)=O)=O